C(CO)(=O)N[C@@H]1[C@H](CC(C(O)=O)(O)O[C@H]1[C@H](O)[C@H](O)CO)O N-Glycolyl-Neuraminic acid